N-(3-(dimethylamino)propyl)-4-(8-((4-methoxybenzyl)oxy)quinoxalin-6-yl)benzamide CN(CCCNC(C1=CC=C(C=C1)C=1C=C2N=CC=NC2=C(C1)OCC1=CC=C(C=C1)OC)=O)C